3-(4-(1-((tert-butoxycarbonyl)amino)ethyl)-4-methylpiperidin-1-yl)-6-(2,3-dichloropyridin-4-yl)-5-methylpyrazine-2-carboxylic acid ethyl ester C(C)OC(=O)C1=NC(=C(N=C1N1CCC(CC1)(C)C(C)NC(=O)OC(C)(C)C)C)C1=C(C(=NC=C1)Cl)Cl